[Si](C)(C)(C(C)(C)C)O[C@H]1C[C@@H](CCC1)N1CC(C2=C1N=NC(=C2)Cl)C 7-[(1R,3R)-3-{[tert-butyl(dimethyl)silyl]oxy}cyclohexyl]-3-chloro-5-methyl-6,7-dihydro-5H-pyrrolo[2,3-c]pyridazine